9-(but-3-en-1-yl)-9H-carbazole C(CC=C)N1C2=CC=CC=C2C=2C=CC=CC12